methyl 2-chloro-5-(4,4,5,5-tetramethyl-1,3,2-dioxaborolan-2-yl)pyridine-3-carboxylate ClC1=NC=C(C=C1C(=O)OC)B1OC(C(O1)(C)C)(C)C